(S)-3-amino-N-(5,5-difluoropiperidin-3-yl)-6-(2-(1-(2-hydroxy-2-methylpropyl)-1H-pyrazol-4-yl)pyridin-4-yl)pyrazine-2-carboxamide NC=1C(=NC(=CN1)C1=CC(=NC=C1)C=1C=NN(C1)CC(C)(C)O)C(=O)N[C@@H]1CNCC(C1)(F)F